OC1CCC(CC1)NC(C)=O N-(4-hydroxy-cyclohexyl)-acetamide